4-(4-((1r,5S)-3,8-diazabicyclo[3.2.1]oct-3-yl)-2-(((S,E)-1-ethyl-4-(fluoromethylene)-3-methylpiperidin-3-yl)methoxy)-6,8-difluoroquinazolin-7-yl)-5-ethynyl-6-fluoronaphthalen-2-ol [C@H]12CN(C[C@H](CC1)N2)C2=NC(=NC1=C(C(=C(C=C21)F)C2=CC(=CC1=CC=C(C(=C21)C#C)F)O)F)OC[C@@]/2(CN(CC\C2=C/F)CC)C